1-[5-chloro-6-[5-[6-[4-[2-(2,6-dioxo-3-piperidyl)-1-oxo-isoindolin-5-yl]piperazin-1-yl]hexyl]-1,2,4-oxadiazol-3-yl]-3-pyridyl]-3-(7-cyclopropylpyrazolo[1,5-a]pyrimidin-6-yl)urea ClC=1C=C(C=NC1C1=NOC(=N1)CCCCCCN1CCN(CC1)C=1C=C2CN(C(C2=CC1)=O)C1C(NC(CC1)=O)=O)NC(=O)NC=1C=NC=2N(C1C1CC1)N=CC2